C(#N)C1=CC(=C(C=C1)C(=O)N1CC2(C1)C=C(C(C(C2)(C)C)=O)C#N)F 2-(4-cyano-2-fluorobenzene-1-carbonyl)-8,8-dimethyl-7-oxo-2-azaspiro[3.5]non-5-ene-6-carbonitrile